(R)-4-((1-(2-(1-(benzyloxy)ethyl)-4-fluorophenyl)-3-methoxy-1H-pyrazol-5-yl)methyl)-1-(cyclopropylmethyl)-1H-1,2,3-triazole C(C1=CC=CC=C1)O[C@H](C)C1=C(C=CC(=C1)F)N1N=C(C=C1CC=1N=NN(C1)CC1CC1)OC